CP(=O)(C)C=1C=C(CCNS(=O)(=O)C=2C=CC3=C(C(=C(O3)C(=O)O)C)C2)C=CC1 5-(N-(3-(dimethylphosphoryl)phenethyl)sulfamoyl)-3-methylbenzofuran-2-carboxylic acid